BrC1=C(C=C(C=C1)S(=O)(=O)N1C[C@H](CC1)O)C (S)-1-((4-bromo-3-methylphenyl)sulfonyl)pyrrolidin-3-ol